(3',5'-dimethoxy-4'-methyl-4-nitro-[1,1'-biphenyl]-2-yl) methylsulfonate CS(=O)(=O)OC1=C(C=CC(=C1)[N+](=O)[O-])C1=CC(=C(C(=C1)OC)C)OC